2-methylpropane-2-yl 4-({4-[2-(2,6-dioxohexahydropyridine-3-yl)-6-fluoro-1,3-dioxo-2,3-dihydro-1H-isoindol-5-yl]piperazine-1-yl}methyl)hexahydropyridine-1-carboxylate O=C1NC(CCC1N1C(C2=CC(=C(C=C2C1=O)N1CCN(CC1)CC1CCN(CC1)C(=O)OC(C)(C)C)F)=O)=O